CS(=O)(=O)C1=NC=C2C(=N1)N(C(N(C2)[C@H]2CCN(C1=C(C=CC=C21)C)C(C(F)(F)F)=O)=O)C2COCC2 7-methylsulfonyl-3-[(4S)-8-methyl-1-(2,2,2-trifluoroacetyl)-3,4-dihydro-2H-quinolin-4-yl]-1-tetrahydrofuran-3-yl-4H-pyrimido[4,5-d]pyrimidin-2-one